ClC=1C=CC(=C(C1)C(OC1=CC(=NN1CC1CCCC1)CNC)([2H])[2H])F 1-[5-{[(5-chloro-2-fluorophenyl)(2H2)methyl]oxy}-1-(cyclopentylmethyl)-1H-pyrazol-3-yl]-N-methylmethanamine